2,2,3-TRIMETHYL-3-BUTENOIC ACID CC(C(=O)O)(C(=C)C)C